9-(benzyloxy)-1H,2H,3H,4H-pyrazino[1,2-b]indazol-1-one C(C1=CC=CC=C1)OC1=CC2=C3N(N=C2C=C1)CCNC3=O